N-(2-(4-((1S,4S)-2-oxa-5-azabicyclo[2.2.1]heptane-5-yl)piperidine-1-yl)-5-((6-((R)-3-(3-ethynylphenyl)isoxazolidine-2-yl)pyrimidine-4-yl)amino)-4-methoxyphenyl)acrylamide [C@@H]12OC[C@@H](N(C1)C1CCN(CC1)C1=C(C=C(C(=C1)OC)NC1=NC=NC(=C1)N1OCC[C@@H]1C1=CC(=CC=C1)C#C)NC(C=C)=O)C2